FC=1C=C(C(=O)NCC2=C(C=CC=3NN=NC32)C)C=C(C1OC)F 3,5-difluoro-4-methoxy-N-((5-methyl-1H-benzotriazol-4-yl)methyl)benzamide